2-[2'-hydroxy-3'-(α,α-dimethylbenzyl)-5'-(1,1,3,3-tetramethylbutyl)-phenyl]benzotriazoleacryloxyethyl-trimethyl-ammonium chloride [Cl-].OC1=C(C=C(C=C1C(C1=CC=CC=C1)(C)C)C(CC(C)(C)C)(C)C)N1N=C2C(=N1)C=CC=C2C=CC(=O)OCC[N+](C)(C)C